6-(3-cyanopyrrolo[1,2-b]pyridazin-7-yl)-N-((R)-2-fluoro-3-hydroxy-3-methylbutyl)-4-(((1r,4R)-4-(4-methyl-1H-pyrazol-1-yl)cyclohexyl)amino)nicotinamide C(#N)C1=CC=2N(N=C1)C(=CC2)C2=NC=C(C(=O)NC[C@H](C(C)(C)O)F)C(=C2)NC2CCC(CC2)N2N=CC(=C2)C